FC(C12CC(C1)(C2)C(=O)OC)(F)F Methyl 3-(trifluoromethyl)bicyclo[1.1.1]pentane-1-carboxylate